4-(1-(4-(4-isopropylpiperazin-1-yl)phenyl)-6-(((trifluoromethyl)sulfonyl)oxy)-3,4-dihydronaphthalen-2-yl)Phenyl trifluoromethanesulfonate FC(S(=O)(=O)OC1=CC=C(C=C1)C1=C(C2=CC=C(C=C2CC1)OS(=O)(=O)C(F)(F)F)C1=CC=C(C=C1)N1CCN(CC1)C(C)C)(F)F